C1(=CC=C(C=C1)[B-](C1=CC=C(C=C1)C)(C1=CC=C(C=C1)C)C1=CC=C(C=C1)C)C.C(CC)[NH+](CCC)CCC tri-propyl-ammonium tetra(para-tolyl)borate